(3R)-1-(2'-amino-2-(((2R,7aS)-2-fluorotetrahydro-1H-pyrrolizin-7a(5H)-yl)methoxy)-5,6',7',8-tetrahydro-5'H-spiro[pyrano[4,3-d]pyrimidine-7,8'-quinolin]-4-yl)-3-methylpiperidin-3-ol NC1=NC=2C3(CCCC2C=C1)CC=1N=C(N=C(C1CO3)N3C[C@@](CCC3)(O)C)OC[C@]31CCCN1C[C@@H](C3)F